NCC=1C=NC(=NC1)C=1C=CC(=NC1OC1=CC(=NC(=C1)N1CCOCC1)C)C#N 5-[5-(aminomethyl)pyrimidin-2-yl]-6-(2-methyl-6-morpholin-4-ylpyridin-4-yl)oxypyridine-2-carbonitrile